P(=O)(O)(O)OCCCCCCCCCCCCCCCCCCCCCCCCC pentacosyl alcohol phosphate